N-((6-fluoro-1-(triisopropylsilyl)-1H-indol-5-yl)methyl)-2-methylpropan-2-sulfinamide FC1=C(C=C2C=CN(C2=C1)[Si](C(C)C)(C(C)C)C(C)C)CNS(=O)C(C)(C)C